CC1=CC=CC2=C(C3=CC=CC=C3C(=C12)OC(=O)OCC)OC(=O)OCC 1-methyl-9,10-bis(ethoxycarbonyloxy)anthracene